N1=C(C=CC=C1)N1N=C2CCC(CC2=C1O)N1C(CNCC1)C1=CC=C(C=C1)C 2-(pyridin-2-yl)-5-(4-tolylpiperazin-1-yl)-4,5,6,7-tetrahydro-2H-indazol-3-ol